Benzyl (2R,3S)-2-(((tert-butyldimethylsilyl)oxy)methyl)-3-(N-(4-methoxybenzyl)methyl-sulfonamido)pyrrolidine-1-carboxylate [Si](C)(C)(C(C)(C)C)OC[C@@H]1N(CC[C@@H]1N(S(=O)(=O)C)CC1=CC=C(C=C1)OC)C(=O)OCC1=CC=CC=C1